NS(=NC(CC1=C(C=C(C=C1C(C)C)C1=CC(=C(C=C1)Cl)Cl)C(C)C)=O)(=O)C1=CN=C(S1)C(C)(C)O N-(amino(2-(2-hydroxypropan-2-yl)thiazol-5-yl)(oxo)-λ6-sulfaneylidene)-2-(3',4'-dichloro-3,5-diisopropyl-[1,1'-biphenyl]-4-yl)acetamide